1-(2,3-dichlorophenyl)-3-(4-methyl-3-(7-methyl-2-((6-methylpyridin-3-yl)amino)-8-oxo-7,8-dihydropyrido[3,4-d]pyrimidin-6-yl)phenyl)urea ClC1=C(C=CC=C1Cl)NC(=O)NC1=CC(=C(C=C1)C)C1=CC2=C(N=C(N=C2)NC=2C=NC(=CC2)C)C(N1C)=O